Ethyl 2-(5-amino-4-chloro-3-(pyrimidin-2-yl)-1H-pyrazol-1-yl)acetate NC1=C(C(=NN1CC(=O)OCC)C1=NC=CC=N1)Cl